CN(C1=CC=C(C=C1)C1=CC=C(C=C1)CN(C(=O)C1CCCCC1)C=1C=C(C=CC1)NC(C1=CN=CC=C1)=O)C N-(3-(N-((4'-(Dimethylamino)-[1,1'-biphenyl]-4-yl)methyl)cyclohexanecarboxamido)phenyl)nicotinamide